COC1=CC=C(C=C1)C(C)CC 2-(4-methoxy-phenyl)-butan